3-(triisopropylsilyl)propynal methyl-1-oxo-3-(4-(trifluoromethyl)phenyl)-1H-isochromene-6-carboxylate COC(=O)C=1C=C2C=C(OC(C2=CC1)=O)C1=CC=C(C=C1)C(F)(F)F.C(C)(C)[Si](C#CC=O)(C(C)C)C(C)C